C(C1=CC=CC=C1)N1CC(C(C1)CO)CO [1-benzyl-4-(hydroxymethyl)pyrrolidin-3-yl]methanol